6-bromo-4-hydroxy-2,3,4-trimethyl-3,4-dihydroisoquinolin-1(2H)-one BrC=1C=C2C(C(N(C(C2=CC1)=O)C)C)(C)O